(4-(2-aminopyrimidin-4-yl)-2-methylbenzyl)-1,2,3,4-tetrahydroisoquinoline-6-carboxamide NC1=NC=CC(=N1)C1=CC(=C(CC2NCCC3=CC(=CC=C23)C(=O)N)C=C1)C